(6-(3-Ethylbenzyl)-2-azaspiro[3.3]heptan-2-yl)((1s,3s)-3-hydroxy-3-methylcyclobutyl)methanone C(C)C=1C=C(CC2CC3(CN(C3)C(=O)C3CC(C3)(C)O)C2)C=CC1